[Cl-].CN1C(N(C=C1)CCC[Si](OCC)(OCC)OCC)C 1,2-dimethyl-3-(triethoxysilylpropyl)imidazole chloride